CC1OCC2(C3=C1SC=C3)CC2 7'-methyl-5'H,7'H-spiro[cyclopropane-1,4'-thieno[2,3-c]pyran]